C(C)(=O)C=1CC(N(C=CC1)C)=O 4-acetyl-1-methyl-2,3-dihydro-1H-azepin-2-one